N-(5-phenyl-1,3,4-oxadiazol-2-yl)methanimine C1(=CC=CC=C1)C1=NN=C(O1)N=C